C(C=C)(=O)OC(C)(CC(C)OC(C=C)=O)C 2-methyl-2,4-pentanediol diacrylate